The molecule is dicarboxylate anion of 3-hydroxy-cis,cis-muconic acid; major species at pH 7.3. It is a conjugate base of a 3-hydroxy-cis,cis-muconic acid. C(=C\\C(=O)[O-])\\C(=C/C(=O)O)\\[O-]